CN[C@H]1CC[C@H](C2=CC=CC=C12)C3=CC(=C(C=C3)Cl)Cl The molecule is a member of the class of tetralins that is tetralin which is substituted at positions 1 and 4 by a methylamino and a 3,4-dichlorophenyl group, respectively (the S,S diastereoisomer). A selective serotonin-reuptake inhibitor (SSRI), it is administered orally as the hydrochloride salt as an antidepressant for the treatment of depression, obsessive-compulsive disorder, panic disorder and post-traumatic stress disorder. It has a role as an antidepressant and a serotonin uptake inhibitor. It is a member of tetralins, a secondary amino compound and a dichlorobenzene. It is a conjugate base of a sertraline(1+). It derives from a hydride of a tetralin.